OC1=C(C2=C(N(C1=O)CC1=CC=C(C=C1)OCCOC)C=CS2)C(=O)O 6-hydroxy-4-[4-(2-methoxyethoxy)benzyl]-5-oxo-4,5-dihydrothieno[3,2-b]pyridine-7-carboxylic acid